C(C1=CC=CC=C1)OC1=C(C=C(C=C1)O)C 4-(benzyloxy)-3-methylphenol